2-{[7-amino-4-(3-methyl-1,2-benzoxazol-5-yl)-1-oxo-2,3-dihydro-1H-isoindol-2-yl]methyl}prop-2-enenitrile NC=1C=CC(=C2CN(C(C12)=O)CC(C#N)=C)C=1C=CC2=C(C(=NO2)C)C1